ClC1=CC(=C2C(=N1)N(C=N2)[C@@H]2[C@@H]1[C@H]([C@@H]3[C@H]2OC(O3)(C)C)C1)NCC(F)(F)F 5-chloro-3-((3aR,3bR,4aS,5R,5aS)-2,2-dimethylhexahydrocyclopropa[3,4]cyclopenta[1,2-d][1,3]dioxol-5-yl)-N-(2,2,2-trifluoroethyl)-3H-imidazo[4,5-b]pyridin-7-amine